(E)-3-fluoro-N-methoxy-N-methyl-pyridine-2-carboxamide FC=1C(=NC=CC1)C(=O)N(C)OC